FC1=NN(C2=CC=C(C(=C12)I)N)S(=O)(=O)C1=CC=CC=C1 3-fluoro-4-iodo-1-(phenylsulfonyl)-1H-indazol-5-amine